(4-bromo-3-chloro-phenyl)-[(2R)-2-(5-benzylthiazol-2-yl)-2-fluoro-1,1-dioxo-1,4-thiazinan-4-yl]methanone BrC1=C(C=C(C=C1)C(=O)N1C[C@](S(CC1)(=O)=O)(F)C=1SC(=CN1)CC1=CC=CC=C1)Cl